Cholest-5-en-3-yl {6-[4-{[tris(4-methoxyphenyl)methoxy]methyl}-4-({[(2-cyanoethoxy)(diisopropylamino)phosphino]oxy}methyl)piperidin-1-yl]-6-oxohexyl}carbamate COC1=CC=C(C=C1)C(OCC1(CCN(CC1)C(CCCCCNC(OC1CC2=CC[C@H]3[C@@H]4CC[C@H]([C@@H](CCCC(C)C)C)[C@]4(CC[C@@H]3[C@]2(CC1)C)C)=O)=O)COP(N(C(C)C)C(C)C)OCCC#N)(C1=CC=C(C=C1)OC)C1=CC=C(C=C1)OC